8-(1-methyl-1H-pyrazol-4-yl)-1-propyl-1,7-dihydro-purin-6-one CN1N=CC(=C1)C1=NC=2N=CN(C(C2N1)=O)CCC